O=C1C=2C=CC=[N+](C2CCN1)[O-] 5-oxo-5,6,7,8-tetrahydro-1,6-naphthyridine-1-oxide